(2S,4R)-2-(3-ethoxy-3-oxopropionyl)-4-fluoropyrrolidine-1-carboxylic acid tert-butyl ester C(C)(C)(C)OC(=O)N1[C@@H](C[C@H](C1)F)C(CC(=O)OCC)=O